zirconium (IV) dibutanolate C(CCC)[O-].C(CCC)[O-].[Zr+4]